IC1=C(C2=C(N=CN=C2N)N1C(C)C1=NOC(=N1)COC)C1=CC=C(C=C1)OC1=CC=CC=C1 6-iodo-7-(1-(5-(methoxymethyl)-1,2,4-oxadiazol-3-yl)ethyl)-5-(4-phenoxyphenyl)-7H-pyrrolo[2,3-d]pyrimidin-4-amine